N-(3-methoxybenzyl)-2-(2-(2-morpholinoethoxy)ethoxy)-N-(3-(pyrrolidin-1-yl)benzyl)pyridin-4-amine COC=1C=C(CN(C2=CC(=NC=C2)OCCOCCN2CCOCC2)CC2=CC(=CC=C2)N2CCCC2)C=CC1